[Si](C)(C)(C(C)(C)C)OCC(C)(C)NC1=NC=C(C=C1C=1OC=CN1)Cl N-(1-((tert-butyldimethylsilyl)oxy)-2-methylpropan-2-yl)-5-chloro-3-(oxazol-2-yl)pyridin-2-amine